(S)-N-(1-((3,5-difluoro-4-(3-methoxypyridin-4-yl)phenyl)amino)-1-oxo-3,3-diphenylpropan-2-yl)-1-methyl-1H-pyrazole-5-carboxamide FC=1C=C(C=C(C1C1=C(C=NC=C1)OC)F)NC([C@H](C(C1=CC=CC=C1)C1=CC=CC=C1)NC(=O)C1=CC=NN1C)=O